[Mg+2].[Na+].P(=O)([O-])([O-])[O-] monophosphate sodium magnesium salt